FC=1C=C2C(=C(NC2=C(C1)F)C1=CC=C(C=C1)F)C1CN(C1)C(=O)C1(CC1)O (3-(5,7-difluoro-2-(4-fluorophenyl)-1H-indol-3-yl)azetidin-1-yl)(1-hydroxycyclopropyl)methanone